(E)-1-(2-Hydroxy-4-methyl-6-phenylmethoxyphenyl)-3-(4-methoxyphenyl)prop-2-en-1-one OC1=C(C(=CC(=C1)C)OCC1=CC=CC=C1)C(\C=C\C1=CC=C(C=C1)OC)=O